[Zn].O(C1=CC=CC=C1)CC(CC(C)=O)=O 1-phenoxy-2,4-pentanedione zinc